BrC1=CC(=NC=C1)S(=O)(=O)N(CC1=C(C=C(C=C1)OC)OC)CC1=C(C=C(C=C1)OC)OC 4-bromo-N,N-bis(2,4-dimethoxybenzyl)pyridine-2-sulfonamide